OC1=CC=C(C[C@H]2C(N(CC3N(O[C@@H](C(N32)=O)CC(C)C)C(=O)OCCC3=CC=C(C=C3)O)[C@H](C(=O)NCCCC(C)C)CCCC)=O)C=C1 4-hydroxyphenethyl (3R,6S)-6-(4-hydroxybenzyl)-3-isobutyl-8-((S)-1-((4-methylpentyl)amino)-1-oxohexan-2-yl)-4,7-dioxohexahydropyrazino[2,1-c][1,2,4]oxadiazine-1(6H)-carboxylate